N(C(=N)N)[C@H]1[C@@H](C1)C(=O)O (1R,2R)-2-carbamimidamidocyclopropane-1-carboxylic acid